pyrrolo[3,4-c]carbazole-1,3(2H)-dione C1(NC(C=2C=CC=3NC=4C=CC=CC4C3C21)=O)=O